C(C(C)(C)C)(=O)SC(NC1=C(C=C(C=C1O)N1C(C=CC1=O)=O)O)=S (4-(2,5-dioxo-2,5-dihydro-1H-pyrrol-1-yl)-2,6-dihydroxyphenyl)carbamothioic pivalic thioanhydride